C(C)(C)N1N=C(C=C1)CC(=O)NC1=NC=CC(=C1)C1=C(C2=NC=CC=C2N1)C1=NC=CC=C1 2-(1-isopropylpyrazol-3-yl)-N-[4-[3-(2-pyridyl)-1H-pyrrolo[3,2-b]pyridin-2-yl]-2-pyridyl]acetamide